C(C)OC(CN1C(NC(C(=C1)[N+](=O)[O-])=O)=O)=O.O1CC(C1)CCCCCCCCCCCCCCCCC(=O)N 17-(oxetan-3-yl)heptadecanamide ethyl-2-(5-nitro-2,4-dioxo-3,4-dihydropyrimidin-1(2H)-yl)acetate